N[C@H](C(=O)NC1=C(C=C(C=C1)[N+](=O)[O-])Cl)C (S)-2-amino-N-(2-chloro-4-nitrophenyl)propanamide